CC=1C=C2C(CNC(C2=CC1)=O)C(F)(F)F 6-methyl-1-oxo-4-(trifluoromethyl)-3,4-dihydroisoquinoline